2-(4-Methylbenzyl)-(5RS)-{[(2S)-2-methylpyrrolidin-1-yl]carbonyl}-5,6,7,8-tetrahydro[1,2,4]triazolo[4,3-a]pyridin-3(2H)-one CC1=CC=C(CN2N=C3N([C@H](CCC3)C(=O)N3[C@H](CCC3)C)C2=O)C=C1 |&1:10|